5-chloro-3-[2-(2,5-dimethoxyanilino)-2-oxoethyl]-1H-indole-2-carboxylic acid ClC=1C=C2C(=C(NC2=CC1)C(=O)O)CC(=O)NC1=C(C=CC(=C1)OC)OC